4-benzyloxy-2-fluoro-phenol C(C1=CC=CC=C1)OC1=CC(=C(C=C1)O)F